C[C@@H]1OCC2([C@@H]1N)CCN(CC2)C2=NC(=C(C=1N2C=CN1)C=1N(C2=CC=CC=C2C1)C)C (3S,4S)-3-methyl-8-[7-methyl-8-(1-methyl-1H-indol-2-yl)imidazo[1,2-c]pyrimidin-5-yl]-2-oxa-8-azaspiro[4.5]decan-4-amine